2-(4-(3-(8-fluoro-5-methyl-1-oxo-1,2-dihydroisoquinolin-3-yl)propanoyl)piperazin-1-yl)benzonitrile FC=1C=CC(=C2C=C(NC(C12)=O)CCC(=O)N1CCN(CC1)C1=C(C#N)C=CC=C1)C